2,2-bis[3-(3-nitrobenzoyl)-4-hydroxyphenyl]hexafluoropropane [N+](=O)([O-])C=1C=C(C(=O)C=2C=C(C=CC2O)C(C(F)(F)F)(C(F)(F)F)C2=CC(=C(C=C2)O)C(C2=CC(=CC=C2)[N+](=O)[O-])=O)C=CC1